BrC=1C=C(OCC2=NC=C(C=C2)Cl)C=CC1F 2-[(3-bromo-4-fluoro-phenoxy)methyl]-5-chloro-pyridine